4-hydroxy-N-methoxy-N,4-dimethylhept-6-enamide OC(CCC(=O)N(C)OC)(CC=C)C